N-(4-(5-(6-morpholinopyridin-2-yl)-1,2,4-oxadiazol-3-yl)-3-(6-azaspiro[2.5]octan-6-yl)phenyl)methanesulfonamide O1CCN(CC1)C1=CC=CC(=N1)C1=NC(=NO1)C1=C(C=C(C=C1)NS(=O)(=O)C)N1CCC2(CC2)CC1